2-(3,4-dichlorophenyl)-6-(methylsulfonyl)-N-(1-phenylcyclopropyl)-3-{[4-(1-pyrrolidinyl)-1-piperidinyl]methyl}-4-quinolinecarboxamide ClC=1C=C(C=CC1Cl)C1=NC2=CC=C(C=C2C(=C1CN1CCC(CC1)N1CCCC1)C(=O)NC1(CC1)C1=CC=CC=C1)S(=O)(=O)C